C(CC)[Si](N[Si](CCC)(C)C)(C)C 1,3-dipropyltetramethyl-disilazane